C(C)(=O)[O-].[K+].FC=1C=C(OC[C@H](C(=O)OC(C2=CC=CC=C2)C2=CC=CC=C2)O)C=CC1B1OC(C(O1)(C)C)(C)C benzhydryl (R)-3-(3-fluoro-4-(4,4,5,5-tetramethyl-1,3,2-dioxaborolan-2-yl)phenoxy)-2-hydroxypropanoate Potassium acetate